1,1,1,3,3,3-Hexafluoropropan-2-yl (S)-1-((6-(1H-pyrazol-1-yl)pyridin-3-yl)carbamoyl)-6-azaspiro[2.5]octan-6-carboxylat N1(N=CC=C1)C1=CC=C(C=N1)NC(=O)[C@H]1CC12CCN(CC2)C(=O)OC(C(F)(F)F)C(F)(F)F